FC1CN(CCC1NC1=CC=CC2=C1SC(=C2CC(F)(F)F)C#CCNC2=C(C=C(C=C2)S(=O)(=O)C)OC)C 3-fluoro-N-(2-(3-((2-methoxy-4-(methylsulfonyl)phenyl)amino)prop-1-yn-1-yl)-3-(2,2,2-trifluoroethyl)benzo[b]thiophen-7-yl)-1-methylpiperidin-4-amine